C(C1=CC=CC=C1)NC1=NC=NC(=C1[N+](=O)[O-])Cl N-benzyl-6-chloro-5-nitropyrimidin-4-amine